ON[C@@H](CC1=CC=C(C=C1)O)C(=O)O hydroxy-L-Tyrosine